(8-Chloro-2-ethyl-2,3-dihydro-4H-1,4-benzoxazin-4-yl)[5-(4-morpholinyl)-3-pyridinyl]methanone ClC1=CC=CC=2N(CC(OC21)CC)C(=O)C=2C=NC=C(C2)N2CCOCC2